F[As-](F)(F)(F)(F)F.C[SH2+] methylsulfonium hexafluoroarsenate